2-((S)-4-(7-((1H-indazol-4-yl)methyl)-2-(((S)-1-methylpyrrolidin-2-yl)methoxy)imidazo[2,1-f][1,2,4]triazin-4-yl)-1-propenoylpiperazin-2-yl)acetonitrile N1N=CC2=C(C=CC=C12)CC1=CN=C2C(=NC(=NN21)OC[C@H]2N(CCC2)C)N2C[C@@H](N(CC2)C(C=C)=O)CC#N